4-ethoxyoxazol C(C)OC=1N=COC1